4-(5-(6-(2-Fluoroethoxy)-1H-pyrazolo[3',4':3,4]pyrazolo[1,5-a]pyridin-4-yl)pyridin-2-yl)piperazine-1-carboxylic acid tert-butyl ester C(C)(C)(C)OC(=O)N1CCN(CC1)C1=NC=C(C=C1)C=1C=2N(C=C(C1)OCCF)N=C1C2C=NN1